FC=1C=C(CC2=NC=CC=C2)C=CC1C(F)(F)F 2-(3-fluoro-4-(trifluoromethyl)benzyl)pyridin